C(C(=C)C)(=O)NCCC[N+](CCCS(=O)(=O)[O-])(C)C 3-[(3-methacryloylamino-propyl)-dimethyl-ammonio]propane-1-sulfonate